3-bromo-5-fluoropyridine BrC=1C=NC=C(C1)F